5-oxo-5H-7-thia-1,11b-diaza-benzo[c]fluorene-6-carboxylic acid (5-methyl-pyrazin-2-ylmethyl)-amide CC=1N=CC(=NC1)CNC(=O)C=1C(C2=C(N3C=4C=CC=CC4SC13)N=CC=C2)=O